quinoline-7(8H)-one N1=CC=CC=2C=CC(CC12)=O